4-(2-fluoro-4-((3-fluorobenzyl)oxy)benzyl)morpholine-3-carboxamide FC1=C(CN2C(COCC2)C(=O)N)C=CC(=C1)OCC1=CC(=CC=C1)F